Cl.CC=1C=C(C2=C(OC3=C2N=CN=C3NC3CN(C3)C3=NC=C(N=C3)C(F)(F)F)N1)C 7,9-dimethyl-N-[1-[5-(trifluoromethyl)pyrazin-2-yl]azetidin-3-yl]pyrido[3',2':4,5]furo[3,2-d]pyrimidin-4-amine hydrochloride